1-[3-[2-(2-hydroxyethoxy)-6-(morpholin-4-yl)pyridin-4-yl]-4-methylphenyl]-3-[1-(2,2,2-trifluoroethyl)pyrazol-4-yl]urea OCCOC1=NC(=CC(=C1)C=1C=C(C=CC1C)NC(=O)NC=1C=NN(C1)CC(F)(F)F)N1CCOCC1